N-[2-bromo-4-(1,1,1,2,3,3,3-heptafluoropropan-2-yl)-6-(trifluoromethyl)phenyl]-3-[N-(cyclopropylmethyl)-2-methyl-4-cyanobenzamido]-2-fluorobenzamide BrC1=C(C(=CC(=C1)C(C(F)(F)F)(C(F)(F)F)F)C(F)(F)F)NC(C1=C(C(=CC=C1)N(C(C1=C(C=C(C=C1)C#N)C)=O)CC1CC1)F)=O